1-hexadecanoyl-2-heptadecanoyl-glycero-3-phosphoserine C(CCCCCCCCCCCCCCC)(=O)OCC(OC(CCCCCCCCCCCCCCCC)=O)COP(=O)(O)OC[C@H](N)C(=O)O